NN1N(C=CC1C(=O)OCC)C=1SC=CC1F ethyl 2-amino-1-(3-fluorothiophen-2-yl)-pyrazole-3-carboxylate